C(C)OC(CC(=O)C=1N=NC(=CC1)OCC1=C(C=NN1C1=CC=C(C=C1)C(F)F)C)=O.BrC=1C=C(C(=O)C2C(CCC2)=O)C=C(C1)F 2-(3-Bromo-5-fluorobenzoyl)cyclopentane-1-one ethyl-3-(6-((1-(4-(difluoromethyl)phenyl)-4-methyl-1H-pyrazol-5-yl)methoxy)pyridazin-3-yl)-3-oxopropanoate